trans-4-[4-(4-fluorophenyl)-5-(2-methoxy-4-pyrimidinyl)-1H-imidazol-1-yl]-cyclohexanol FC1=CC=C(C=C1)C=1N=CN(C1C1=NC(=NC=C1)OC)[C@@H]1CC[C@H](CC1)O